CN1C(C(C(C1C)C)C)=O N-methyl-3,4,5-trimethyl-2-pyrrolidone